Cl.FC(COC([C@@](CC1=CC=CC=C1)(C)N)=O)(F)F.OCCN1CCNCC1 N-2-hydroxyethylpiperazine 2,2,2-Trifluoroethyl-(S)-2-amino-2-methyl-3-phenylpropanoate hydrochloride